N2-Acetyl-S-(2-amino-9-(4-fluorobenzyl)-6-oxo-6,9-dihydro-1H-purin-8-yl)-N-(21-chloro-3,6,9,12,15-pentaoxahenicos-1-yl)-L-cysteinamide C(C)(=O)N[C@@H](CSC=1N(C=2N=C(NC(C2N1)=O)N)CC1=CC=C(C=C1)F)C(=O)NCCOCCOCCOCCOCCOCCCCCCCl